C(C)(C)(C)OC(=O)N1CCC(CC1)C#CC=1C=NC(=CC1)N 4-((6-aminopyridin-3-yl)ethynyl)piperidine-1-carboxylic acid tert-butyl ester